2-[3-[[(3R)-1-[(1-acetyl-4-piperidinyl)methyl]pyrrolidin-3-yl]methyl]-4-methyl-pyrrolo[2,3-c]pyridin-1-yl]-5-fluoro-N-isopropyl-benzamide C(C)(=O)N1CCC(CC1)CN1C[C@@H](CC1)CC1=CN(C2=CN=CC(=C21)C)C2=C(C(=O)NC(C)C)C=C(C=C2)F